C(CCCCC(C)C)OC(C(O)CC(=O)O)=O malic acid isooctyl ester